ClC1=C(C=C(C=C1)NC(=O)N1C2CC(CC1(C2)C(=O)NNC(COC)=O)C)C2=NN(C=N2)C cis-N-(4-chloro-3-(1-methyl-1H-1,2,4-triazol-3-yl)phenyl)-1-(2-(2-methoxyacetyl)hydrazinecarbonyl)-3-methyl-6-azabicyclo[3.1.1]heptane-6-carboxamide